CC1(C=C(CC1)C=1C=2N(N=C(C1)N1C(NC(C=C1)=O)=O)C=CC2F)C (4-(3,3-dimethylcyclopent-1-en-1-yl)-5-fluoropyrrolo[1,2-b]pyridazin-2-yl)pyrimidine-2,4(1H,3H)-dione